CC1=C(C(N(N1)C1=CC=CC=C1)=O)C(=O)O 5-methyl-3-oxo-2-phenyl-2,3-dihydro-1H-pyrazole-4-carboxylic acid